[Na].C1(=CC=CC=C1)S(=O)(=O)NCl Benzenesulfonyl-chloramine sodium salt